COC(=O)C=1C(=C(C=CC1)N1CCN(CC1)C(=O)OC(C)(C)C)[N+](=O)[O-] Tert-butyl 4-(3-methoxy carbonyl-2-nitro-phenyl)piperazine-1-carboxylate